BrC1=CC=C(CC2C(NCCNCCNC(CN2)=O)=O)C=C1 3-(4-bromobenzyl)-1,4,7,10-tetraazacyclododecane-2,6-dione